C(#N)C1=CC(=C(C(=O)O)C(=C1)OCC1=NC=CC=C1)O 4-Cyano-2-hydroxy-6-(pyridin-2-ylmethoxy)benzoic acid